1,1,1,2,3,3-hexafluoropropene FC(C(=C(F)F)F)(F)F